C(C)OC(CN1C(C2=C(C=CC=C2C1)NC1=CC(=C2C(=NN(C2=C1)S(=O)(=O)C1=CC=C(C)C=C1)C)F)=O)=O 2-[7-[[4-fluoro-3-methyl-1-(p-toluenesulfonyl)indazol-6-yl]amino]-1-oxo-isoindolin-2-yl]acetic acid ethyl ester